[3-(4,5-dihydro-3-isoxazolyl)-2-methyl-4-(methylsulfonyl)phenyl](5-hydroxy-1-methyl-pyrazol-4-yl)methanone O1N=C(CC1)C=1C(=C(C=CC1S(=O)(=O)C)C(=O)C=1C=NN(C1O)C)C